[N+](=O)([O-])C1=CC=C(OP(=O)(OC2=CC=CC=C2)N[C@@H](C)C(=O)O[C@@H]2CC[C@@H](CC2)C(F)(F)F)C=C1 Cis-4-(trifluoromethyl)cyclohexyl ((4-nitrophenoxy)(phenoxy)phosphoryl)-L-alaninate